NC1(C(=CC=CC1)C1=CC=CC=C1)P(C1=CC=C(C=C1)C1=CC=CC=C1)C1=CC=C(C=C1)C1=CC=CC=C1 2-amino-1,1'-biphenyl-2-yl-bis[1,1'-biphenyl]-4-yl-phosphine